1-iodo-3,5-dodecadiene ICCC=CC=CCCCCCC